N'-(2,5-dimethyl-4-(4-(methylsulfinyl)benzyl)phenyl)-N-ethyl-N-methyl-formimidamide CC1=C(C=C(C(=C1)CC1=CC=C(C=C1)S(=O)C)C)N=CN(C)CC